C(CCCCC)C(C1CO1)OCC 2-ethyl hexylglycidyl ether